FC(C(=O)O)(F)F.CN1C(=NC=C1)C1=CC(=NC=C1)C=1NC(=CN1)C1=CC=CC=C1 4-(1-Methyl-1H-imidazol-2-yl)-2-(5-phenyl-1H-imidazol-2-yl)pyridine trifluoroacetate salt